NC=1N=CN(C(C1C(=O)OC)=O)C1=C(C=C(C=C1C)COC)C methyl 4-amino-1-(4-(methoxymethyl)-2,6-dimethylphenyl)-6-oxo-1,6-dihydropyrimidine-5-carboxylate